1-(4-(6-chloro-7-(2-methoxynaphthalen-1-yl)quinazolin-4-yl)piperazin-1-yl)prop-2-en-1-one ClC=1C=C2C(=NC=NC2=CC1C1=C(C=CC2=CC=CC=C12)OC)N1CCN(CC1)C(C=C)=O